FC(OCCOC1=NN=CO1)(F)F 5-[2-(trifluoro-methoxy)ethoxy]-1,3,4-oxa-diazol